C(C)(C)(C)OC(=O)C1(NC=CC=C1)C(F)(F)F 2-(trifluoromethyl)pyridine-2-carboxylic acid tert-butyl ester